C(CCC)OC1=CC=C(C=C1)C1=CC=C(C=C1)C1=NN(C(C1)C=1C=C2N=CC=NC2=CC1)C(CCC(=O)O)=O 4-(3-(4'-Butoxy-[1,1'-biphenyl]-4-yl)-5-(quinoxalin-6-yl)-4,5-dihydro-1H-pyrazol-1-yl)-4-oxobutanoic acid